3-(1-aminoisoquinolin-7-yl)-N-(1-methylpiperidin-4-yl)benzamide NC1=NC=CC2=CC=C(C=C12)C=1C=C(C(=O)NC2CCN(CC2)C)C=CC1